3-{acryl-[3-(acryl-ethyl-amino)-propyl]-amino}-propionic acid C(=O)(C=C)N(CCC(=O)O)CCCN(CC)C(=O)C=C